O=C1C(=CN(C2=NC=CC=C12)C1=NC(=NS1)N1N=CN=C1)C(=O)O 4-oxo-1-[3-(1H-1,2,4-triazol-1-yl)-1,2,4-thiadiazol-5-yl]-1,4-dihydro-1,8-naphthyridine-3-carboxylic acid